Cl.N1N=NN=C1C1CCC(CC1)N (1R,4R)-4-(1H-tetrazol-5-yl)cyclohexane-1-amine hydrochloride